(Z)-5-(2-Ethoxy-6-fluorophenyl)-3-(1-((1-methyl-1H-pyrazol-4-yl)amino)ethylidene)-1H-pyrrolo[2,3-c]pyridin-2(3H)-one C(C)OC1=C(C(=CC=C1)F)C=1C=C/2C(=CN1)NC(\C2=C(\C)/NC=2C=NN(C2)C)=O